F[C@H]1CN(C[C@@H]1NC1=NC(=CC=C1)C1=CN=C2N1N=C(C=C2)NC)C(=O)OC(C)(C)C (3S,4S)-tert-butyl 3-fluoro-4-((6-(6-(methylamino)imidazo[1,2-b]pyridazin-3-yl)pyridin-2-yl)amino)pyrrolidine-1-carboxylate